FC(C1=CC=C(C=C1)[B-](C1=CC=C(C=C1)C(F)(F)F)(C1=CC=C(C=C1)C(F)(F)F)C1=CC=C(C=C1)C(F)(F)F)(F)F.C(CCC)[NH+](CCCC)CCCC tri(n-butyl)ammonium tetrakis{4-(trifluoromethyl)phenyl}borate